O1C(=CC=C1)C1=NC(=NC(=C1C#N)NCC1=CC(=CC=C1)C(F)(F)F)OC 4-(2-furyl)-2-methoxy-6-[[3-(trifluoromethyl)phenyl]methylamino]pyrimidine-5-carbonitrile